ClCCSC1=C(C=CC=C1C)C (2-chloroethyl)(2,6-dimethylphenyl)sulfane